N-((1R,3S,4R,5R)-4-Bromo-7-oxo-6-oxabicyclo[3.2.1]octan-3-yl)acetamide Br[C@@H]1[C@H](C[C@H]2C(O[C@@H]1C2)=O)NC(C)=O